[Mn].[Ni].[Na] sodium nickel-manganese